COC(=O)C1N(CCN(C1)C=1C2=C(N=C(N1)Cl)CN(CC2)C2=CC=CC1=CC=CC=C21)C(=O)OCC2=CC=CC=C2 4-(2-chloro-7-(naphthalen-1-yl)-5,6,7,8-tetrahydropyrido[3,4-d]pyrimidin-4-yl)piperazine-1,2-dicarboxylic acid 1-benzyl ester 2-methyl ester